C4-butanoic acid CCCC(=O)O